CC1(OB(OC1(C)C)C=1C=C(C=CC1)N1C(CCC1)=O)C 1-[3-(4,4,5,5-tetramethyl-1,3,2-dioxaborolan-2-yl)phenyl]pyrrolidin-2-one